(S)-3-bromo-2-methyl-6,7,7a,8,10,11-hexahydro-9H-pyrazino[1,2-d]pyrido[3,2-b][1,4]oxazepin BrC1=CC=2OCC[C@@H]3N(C2N=C1C)CCNC3